(E)-Benzyl 3-(4-bromophenyl)acrylate BrC1=CC=C(C=C1)/C=C/C(=O)OCC1=CC=CC=C1